1-[[2-(difluoromethoxy)pyridin-4-yl]methyl]-3-[(1S,2S)-2-hydroxy-2-methylcyclopentyl]urea FC(OC1=NC=CC(=C1)CNC(=O)N[C@@H]1[C@@](CCC1)(C)O)F